1-(4-(benzyloxy)benzofuran-2-yl)ethanone ethyl-4-fluoropiperidine-4-carboxylate hydrogen chloride salt Cl.C(C)OC(=O)C1(CCNCC1)F.C(C1=CC=CC=C1)OC1=CC=CC2=C1C=C(O2)C(C)=O